3-(thiophen-2-yl)acrylamide S1C(=CC=C1)C=CC(=O)N